Tert-butyl 2-((2-((5-chloro-2-(4-chloro-1H-1,2,3-triazol-3-yl)phenyl)amino)-2-oxoethyl)amino)-3-(1-cyclopropyl-1H-pyrazol-3-yl)propanoate ClC=1C=CC(=C(C1)NC(CNC(C(=O)OC(C)(C)C)CC1=NN(C=C1)C1CC1)=O)N1NNC=C1Cl